C1(CC1)C1=CN=C(N1)C1=CC=CC(=N1)NCCNC1CN(CCC1)C(=O)OC(C)(C)C tert-Butyl 3-[(2-{[6-(5-cyclopropyl-1H-imidazol-2-yl)pyridin-2-yl]amino}ethyl)amino]piperidine-1-carboxylate